F[C@@H]1[C@@H](C1)NC(C1=CC=CC=C1)=O N-((1R,2S)-2-fluorocyclopropyl)benzamide